OC1=C(C=CC=C1[N+](=O)[O-])CC(=O)OC Methyl 2-(2-hydroxy-3-nitrophenyl)acetate